3-((4-((2,4,6-trioxotetrahydropyrimidin-5(2H)ylidene)methyl)phenoxy)methyl)benzoic acid O=C1NC(C(C(N1)=O)=CC1=CC=C(OCC=2C=C(C(=O)O)C=CC2)C=C1)=O